Ruthenium Bipyridin N1=C(C=CC=C1)C1=NC=CC=C1.[Ru]